1-Benzyl 4-ethynylpiperidine-1-carboxylate C(#C)C1CCN(CC1)C(=O)OCC1=CC=CC=C1